COC(C=CC=CC1=CC=C(C=C1)OC)=O 5-(4-methoxyphenyl)penta-2,4-dienoic acid methyl ester